NNCCCCCC(=O)O ε-aminoaminocaproic acid